2,2'-Dithio-diethanol C(CSSCCO)O